[C@H]12CN(C[C@H](CC1)N2)C2=NC(=NC1=C(C(=C(C=C21)F)C2=C(C(=CC(=N2)N)C)C2CC2)F)OC[C@]21CCCN1C[C@@H](C2)F 6-(4-((1R,5S)-3,8-di-azabicyclo[3.2.1]octan-3-yl)-6,8-difluoro-2-(((2R,7aS)-2-fluorotetrahydro-1H-pyrrolizin-7a(5H)-yl)methoxy)quinazolin-7-yl)-5-cyclopropyl-4-methylpyridin-2-amine